C1(CC1)C(=O)NNC(=O)C=1C(=NC=NC1OC)OC N'-(cyclopropylcarbonyl)-4,6-dimethoxypyrimidine-5-carbohydrazide